BrC=1C(=NN(C1C(=O)NC1=C(C(=CC=C1Br)Cl)\C=C(\C(=O)NC)/F)C1=NC=CC=C1Cl)Cl (Z)-4-bromo-N-(6-bromo-3-chloro-2-(2-fluoro-3-(methylamino)-3-oxoprop-1-en-1-yl)phenyl)-3-chloro-1-(3-chloropyridin-2-yl)-1H-pyrazole-5-carboxamide